3-chloro-5-methyl-1,8-decadiene ClC(C=C)CC(CCC=CC)C